(3,5-bis(trifluoromethyl)phenyl)boron FC(C=1C=C(C=C(C1)C(F)(F)F)[B])(F)F